C1(CC1)CC=1OC(=CN1)C=1C=CC(=NC1C1=CC=2N(C=C1)C=CN2)C#N 5-(2-(Cyclopropylmethyl)oxazol-5-yl)-6-(imidazo[1,2-a]pyridin-7-yl)picolinonitril